sec-pentyltris(tert-butoxy)tin C(C)(CCC)[Sn](OC(C)(C)C)(OC(C)(C)C)OC(C)(C)C